CC1=C(C(NC(=C1)C)=O)CC1=C(C(=C(C(=O)N)C=C1C=1C=C2CCC(C2=CC1F)N1CCOCC1)C)N(C1CCOCC1)CC ((4,6-dimethyl-2-oxo-1,2-dihydropyridin-3-yl)methyl)-3-(ethyl-(tetrahydro-2H-pyran-4-yl)amino)-5-(6-fluoro-1-morpholino-2,3-dihydro-1H-inden-5-yl)-2-methylbenzamide